C1(CC1)N1CC(C1)C(=O)O cyclopropylazetidine-3-carboxylic acid